3-iodo-1-(oxetan-3-yl)-1H-pyrazole IC1=NN(C=C1)C1COC1